tertiary butyl chloroformate ClC(=O)OC(C)(C)C